C1(=CC=CC=C1)C1(CCC2(OCCO2)CC1)CCC(=O)O 3-(8-Phenyl-1,4-dioxaspiro[4.5]decan-8-yl)propanoic acid